2,6-bis[4-hydroxy-3-(2-hydroxy-3,5-dimethylphenyl)-2,5-dimethylphenyl]-4-methylphenol OC1=C(C(=C(C=C1C)C1=C(C(=CC(=C1)C)C1=C(C(=C(C(=C1)C)O)C1=C(C(=CC(=C1)C)C)O)C)O)C)C1=C(C(=CC(=C1)C)C)O